C(CCCCCC(=O)O)(=O)O Heptanedioic Acid